FC1=CC=C(CN2N=C(C(=C2)CNC(OC(C)(C)C)=O)C)C=C1 tert-butyl ((1-(4-fluorobenzyl)-3-methyl-1H-pyrazol-4-yl)methyl)carbamate